N-(benzo[D][1,3]dioxan-5-yl)-3-bromopyrazolo[1,5-a]pyrimidin-5-amine O1COCC2=C1C=CC=C2NC2=NC=1N(C=C2)N=CC1Br